N-(7-chloro-1-(2-chlorophenyl)-4-(methylamino)-2-oxo-1,2-dihydro-quinolin-3-yl)-2-methoxyacetamide ClC1=CC=C2C(=C(C(N(C2=C1)C1=C(C=CC=C1)Cl)=O)NC(COC)=O)NC